((1r,4r)-4-(5-Bromo-6-methoxy-2H-pyrazolo[3,4-b]pyridin-2-yl)cyclohexyl)methanol BrC1=CC=2C(N=C1OC)=NN(C2)C2CCC(CC2)CO